C(C)(C)(C)OC(NCCN1N=C2C(C(=NC=3C=C(C=CC23)Br)N)=C1)=O (2-(4-amino-7-bromo-2H-pyrazolo[4,3-c]quinolin-2-yl)ethyl)carbamic acid tert-butyl ester